isononanamidocaproic acid C(CCCCCC(C)C)(=O)NC(C(=O)O)CCCC